4-chloro-6-(6-(4-methylpiperazin-1-yl)pyridin-3-yl)quinoline ClC1=CC=NC2=CC=C(C=C12)C=1C=NC(=CC1)N1CCN(CC1)C